CC1=C(C(=O)OC2=C(C=C(C3=CC=CC=C23)C)OC(N)=O)C=CC(=C1)[C@H](C)NC(=O)[C@@H]1N(CCOC1)CC1=CC(=CC=C1)Br 4-methyl-carbamoyloxy-naphthol methyl-4-((S)-1-((R)-4-(3-bromobenzyl)morpholine-3-carboxamido)ethyl)benzoate